CN1CC2=C(CC1)SC(=N2)NC(C2=CC(=CC=C2)CN2C(C1=CC=C(C=C1C=C2)C=2C(=NOC2)C)=O)=O N-(5-Methyl-4,5,6,7-tetrahydrothiazolo[4,5-c]pyridin-2-yl)-3-((6-(3-methylisoxazol-4-yl)-1-oxoisoquinolin-2(1H)-yl)methyl)benzamide